C(C)C=1N=C(SC1C)C=O 4-ETHYL-5-METHYL-1,3-THIAZOLE-2-CARBALDEHYDE